C(C1=CC=CC=C1)OC(=O)NCCCCCCNC(=O)C1=C[C@H]([C@H]([C@@H](C1)OCCC(=O)OC1=C(C(=C(C(=C1F)F)F)F)F)OCCC(=O)OC1=C(C(=C(C(=C1F)F)F)F)F)OCCC(=O)OC1=C(C(=C(C(=C1F)F)F)F)F tris(perfluorophenyl) 3,3',3''-(((1R,2S,3R)-5-((6-(((benzyloxy)carbonyl)amino)hexyl)carbamoyl)cyclohex-4-ene-1,2,3-triyl)tris(oxy))tripropionate